2-((5-chloro-2,3-dihydrobenzofuran-3-yl)amino)pyrimidine-5-carboxylic acid ethyl ester C(C)OC(=O)C=1C=NC(=NC1)NC1COC2=C1C=C(C=C2)Cl